C(C)(C)(C)C1=CC=C(C=C1)N(C=1C=C2C=3C4=C(C=CC3N=C2C(C1)C1=CC=CC=C1)C=1C2=CC(=CC(C2=NC1C=C4)C4=CC=CC=C4)N(C4=CC=C(C=C4)C4=CC=C(C=C4)C4=CC=C(C=C4)C(C)(CC(C)(C)C)C)C4=CC=C(C=C4)C(C)(C)C)C4=CC=C(C=C4)C4=CC=C(C=C4)C4=CC=C(C=C4)C(C)(CC(C)(C)C)C N,N'-bis(4-tert-butylphenyl)-1,8-diphenyl-N,N'-bis[4''-(2,4,4-trimethylpent-2-yl)-1,1':4',1''-terphenyl-4-yl]-1,8-dihydrocarbazolo[4,3-c]carbazole-3,10-diamine